2-Chloro-4-cyclopropyl-3-(S-methylsulfonimidoyl)-N-(1,3,4-oxadiazol-2-yl)benzamid ClC1=C(C(=O)NC=2OC=NN2)C=CC(=C1S(=O)(=N)C)C1CC1